(S)-3-(4,4'-difluoro-2',5,6'-trimethyl-[1,1'-biphenyl]-3-yl)-3-((S)-2-(5-(2-(dimethylamino)ethyl)-3-methoxy-2-oxopyrazin-1(2H)-yl)-4-methylpentanamido)propanoic acid FC1=C(C=C(C=C1C)C1=C(C=C(C=C1C)F)C)[C@H](CC(=O)O)NC([C@H](CC(C)C)N1C(C(=NC(=C1)CCN(C)C)OC)=O)=O